(S)-2-(3-fluoro-5-isopropyl-2-methoxyphenyl)-2-((R)-3-(isobutyl(5-(5,6,7,8-tetrahydro-1,8-naphthyridin-2-yl)pentyl)amino)pyrrolidin-1-yl)acetic acid FC=1C(=C(C=C(C1)C(C)C)[C@@H](C(=O)O)N1C[C@@H](CC1)N(CCCCCC1=NC=2NCCCC2C=C1)CC(C)C)OC